(1S,3S)-3-(6-((5-(difluoromethoxy)-1H-pyrazol-3-yl)amino)pyrazin-2-yl)cyclopentan-1-ol FC(OC1=CC(=NN1)NC1=CN=CC(=N1)[C@@H]1C[C@H](CC1)O)F